O.[Na] sodium, hydrate